O=C(C(C(=O)OC)=CNC(=O)N)C methyl 3-oxo-2-(ureidomethylene)butanoate